[NH+]1=CC=CC=C1.[Ir+3] iridium (III) pyridinium